NC1=NC(=NC(=N1)NCCCN(C)C)C=1C=C(C=C(C1)Cl)[C@H]1N(CCOC1)C(=O)OC(C)(C)C tert-butyl (R)-3-(3-(4-amino-6-((3-(dimethylamino)propyl)amino)-1,3,5-triazin-2-yl)-5-chlorophenyl)morpholine-4-carboxylate